(3-cyanophenyl)-5-methyl-4-oxo-3-(1-propyl-1H-pyrazol-4-yl)-4,5-dihydro-3H-pyrrolo[2,3-c]quinoline-1-carboxamide C(#N)C=1C=C(C=CC1)C1=C(C2=C(C(N(C=3C=CC=CC23)C)=O)N1C=1C=NN(C1)CCC)C(=O)N